FC1(OO1)F difluorodioxirane